2-(1-(4-(((2-(4-cyclopropyl-6-methoxypyrimidin-5-yl)-7H-purin-6-yl)amino)methyl)phenyl)-3-(trifluoromethyl)-1H-pyrazol-5-yl)propan-2-ol C1(CC1)C1=NC=NC(=C1C1=NC(=C2NC=NC2=N1)NCC1=CC=C(C=C1)N1N=C(C=C1C(C)(C)O)C(F)(F)F)OC